ethyl N-({6-[1-(1-ethoxyethyl)-1H-pyrazol-4-yl]-5-fluoropyrimidin-4-yl}carbamothioyl)carbamate C(C)OC(C)N1N=CC(=C1)C1=C(C(=NC=N1)NC(=S)NC(OCC)=O)F